6-(((2-(2-(3-(3',6'-dihydroxy-3-oxo-3H-spiro[isobenzofuran-1,9'-xanthen]-5-yl)thioureido)ethoxy)ethoxy)carbonyl)oxy)quinoline-2-carboxylic acid OC=1C=CC=2C3(C4=CC=C(C=C4OC2C1)O)OC(C1=CC(=CC=C13)NC(NCCOCCOC(=O)OC=1C=C3C=CC(=NC3=CC1)C(=O)O)=S)=O